3-amino-N-(2-{3-amino-4-[(3-methoxybutan-2-yl)oxy]pyrrolidin-1-yl}-5,6,7,8-tetrahydroquinolin-6-yl)-6-methylthieno[2,3-b]pyridine-2-carboxamide NC1=C(SC2=NC(=CC=C21)C)C(=O)NC2CC=1C=CC(=NC1CC2)N2CC(C(C2)OC(C)C(C)OC)N